C(=CC)SSSC=CC di-1-propenyl trisulfide